3-(acrylamidopropyl)trimethylammonium chloride CCC(C[NH+](C)C)NC(=O)C=C.[Cl-]